2-(5-(2-(dimethylamino)ethyl)-2-oxo-4-(trifluoromethyl)pyridin-1(2H)-yl)-5-methylhexanoic acid CN(CCC=1C(=CC(N(C1)C(C(=O)O)CCC(C)C)=O)C(F)(F)F)C